3-benzyl-8-((3,5-difluoro-4-(4-fluorophenoxy)phenyl)sulfonyl)-3,8-diazabicyclo[3.2.1]octane-1-carboxylate C(C1=CC=CC=C1)N1CC2(CCC(C1)N2S(=O)(=O)C2=CC(=C(C(=C2)F)OC2=CC=C(C=C2)F)F)C(=O)[O-]